2-(5-(3-cyanoimidazo[1,2-b]pyridazin-6-yl)-1-(2,2-difluoroethyl)-1H-imidazol-4-yl)benzamide methyl-(S)-3-(aminomethyl)-5-methylhexanoate hydrochloride Cl.COC(C[C@H](CC(C)C)CN)=O.C(#N)C1=CN=C2N1N=C(C=C2)C2=C(N=CN2CC(F)F)C2=C(C(=O)N)C=CC=C2